tert-butyl 2-methyl-4-(tetramethyl-1,3,2-dioxaborolan-2-yl)benzoate CC1=C(C(=O)OC(C)(C)C)C=CC(=C1)B1OC(C(O1)(C)C)(C)C